4-((4-acetyl-3-fluoro-6-((5-methyl-1H-pyrazol-3-yl)amino)pyridin-2-yl)methyl)-1-(3-chloro-2,6-difluorobenzyl)piperidine-4-carboxylic acid C(C)(=O)C1=C(C(=NC(=C1)NC1=NNC(=C1)C)CC1(CCN(CC1)CC1=C(C(=CC=C1F)Cl)F)C(=O)O)F